1-(4-Isopropyl-3,4-dihydroquinoxalin-1(2H)-yl)-2-(piperidin-1-yl)propan-1-one (Z)-3-hexadecenylacetate C(C\C=C/CCCCCCCCCCCC)CC(=O)O.C(C)(C)N1CCN(C2=CC=CC=C12)C(C(C)N1CCCCC1)=O